The molecule is an organic cation that is the conjugate acid of demethyllactenocin, obtained by protonation of the tertiary amino group; major species at pH 7.3. It is an ammonium ion derivative and an organic cation. It is a conjugate acid of a demethyllactenocin. CC[C@@H]1[C@H](/C=C(/C=C/C(=O)[C@@H](C[C@@H]([C@@H]([C@H]([C@@H](CC(=O)O1)O)C)O[C@H]2[C@@H]([C@H]([C@@H]([C@H](O2)C)O)[NH+](C)C)O)CC=O)C)\\C)CO[C@H]3[C@@H]([C@@H]([C@@H]([C@H](O3)C)O)O)O